6-(2-(4'-chloro-[1,1'-biphenyl]-3-yl)acetyl)-2-(1-phenylcyclopropyl)-3,5,6,7,8,9-hexahydro-4H-pyrimido[5,4-c]azepin-4-one ClC1=CC=C(C=C1)C1=CC(=CC=C1)CC(=O)N1CC2=C(CCC1)N=C(NC2=O)C2(CC2)C2=CC=CC=C2